N1=C(C=CC=C1)O[C@@H]1CC[C@H](CC1)C1=NN=C2N1C1=C(CC3(C2)OCCO3)C=C(C=C1)C#N 1'-[trans-4-(pyridin-2-yloxy)cyclohexyl]-4'H,6'H-spiro[1,3-dioxolane-2,5'-[1,2,4]triazolo[4,3-a][1]benzazepin]-8'-carbonitrile